3-[2-(benzyloxy)-1-[2-(difluoromethoxy)pyridin-4-yl]ethyl]-1-{4-fluorobicyclo[2.2.2]octan-1-yl}urea C(C1=CC=CC=C1)OCC(C1=CC(=NC=C1)OC(F)F)NC(NC12CCC(CC1)(CC2)F)=O